(3S)-3-(5-Methylpyrazin-2-yl)isoxazolidine HCl salt Tert-butyl-(3S)-3-(5-methylpyrazin-2-yl)isoxazolidine-2-carboxylate C(C)(C)(C)OC(=O)N1OCC[C@H]1C1=NC=C(N=C1)C.Cl.CC=1N=CC(=NC1)[C@H]1NOCC1